(E)-3-(4-Hydroxyphenyl)-1-[4-hydroxy-2-[(2R,3R,4R,5R,6R)-3,4,5-trihydroxy-6-(hydroxymethyl)oxan-2-yl]oxyphenyl]prop-2-en-1-one OC1=CC=C(C=C1)/C=C/C(=O)C1=C(C=C(C=C1)O)O[C@H]1O[C@@H]([C@@H]([C@H]([C@H]1O)O)O)CO